2-((3S,4S)-4-amino-3-methyl-2-oxa-8-azaspiro[4.5]decan-8-yl)-5-(2,3-dichlorophenyl)-6-methylpyrimidine-4-carboxylic acid N[C@@H]1[C@@H](OCC12CCN(CC2)C2=NC(=C(C(=N2)C(=O)O)C2=C(C(=CC=C2)Cl)Cl)C)C